2-({2-chloro-4-[(furan-2-ylmethyl)amino]-7-methoxyquinazolin-6-yl}oxy)ethanol tert-butyl-(S)-(1-(2-amino-5-bromophenyl)pyrrolidin-3-yl)carbamate C(C)(C)(C)N(C(=O)OCCOC=1C=C2C(=NC(=NC2=CC1OC)Cl)NCC=1OC=CC1)[C@@H]1CN(CC1)C1=C(C=CC(=C1)Br)N